O1C(=CC=C1)C1(C2=C(B(O1)O)C=CC=C2)C(=O)OC methyl 3-(furan-2-yl)-1-hydroxy-1,3-dihydrobenzo[C][1,2]oxaborole-3-carboxylate